3-methoxy-6-{2-[2-(2-methoxyethoxy)ethoxy]ethoxy}-17-methylmorphinan COC=1C=CC=2C[C@@H]3[C@@H]4CCC(C[C@@]4(C2C1)CCN3C)OCCOCCOCCOC